ClC1=C(C=C(OCC(=O)N[C@@H]2[C@H](CN(CC2)C=2OC(=NN2)C2=CC=C(C=C2)Cl)O)C=C1)F 2-(4-Chloro-3-fluorophenoxy)-N-[(3S,4S)-1-[5-(4-chlorophenyl)-1,3,4-oxadiazol-2-yl]-3-hydroxypiperidin-4-yl]acetamide